NC1CCN(CC1)C1=NC(=C(C(=N1)C#N)C1=C(C(=CC=C1)Cl)Cl)C 2-(4-aminopiperidin-1-yl)-5-(2,3-dichlorophenyl)-6-methylpyrimidine-4-carbonitrile